OCCS(=O)(=O)NC1=CC(=C(C(=O)NC=2C(N(C=CC2)C2CC3(CC3)CC2)=O)C=C1)N1CCC2(CC2)CC1 4-((2-hydroxyethyl)sulfonamido)-N-(2-oxo-1-(spiro[2.4]heptan-5-yl)-1,2-dihydropyridin-3-yl)-2-(6-azaspiro[2.5]octan-6-yl)benzamide